8-bromo-2-hydroxyquinoline-4-carboxylic acid BrC=1C=CC=C2C(=CC(=NC12)O)C(=O)O